[2,4-bis(trifluoromethyl)phenyl]-N-(4-fluorophenyl)-N-({5-[6-(hexahydropyridin-4-yl)-1,2-diazin-3-yl]-1,3,4-oxadiazol-2-yl}methyl)acetamide FC(C1=C(C=CC(=C1)C(F)(F)F)CC(=O)N(CC=1OC(=NN1)C=1N=NC(=CC1)C1CCNCC1)C1=CC=C(C=C1)F)(F)F